C[C@@H]1C=2C(=CC=NC2CCC1)O (5S)-5-methyl-5,6,7,8-tetrahydroquinolin-4-ol